3-methyl-1-(2-methyl-5-(5-(trifluoromethyl)-4-((2-(trimethylsilyl)ethoxy)methyl)-4H-1,2,4-triazol-3-yl)pyridin-3-yl)azetidine-3-carbonitrile CC1(CN(C1)C=1C(=NC=C(C1)C1=NN=C(N1COCC[Si](C)(C)C)C(F)(F)F)C)C#N